CC1(CSSC1)C(=O)N 4-Methyl-1,2-dithiolan-4-carboxamide